ClC=1C=C2C(=NC1OC)C=CN2C 6-chloro-5-methoxy-1-methyl-1H-pyrrolo[3,2-b]pyridine